NCC(NC(=O)C=1NC(=CC1)C1=NC=C(C=C1)C(F)(F)F)C=1N=C(SC1)C(=O)NCCO (2-amino-1-(5-(5-(trifluoromethyl)pyridin-2-yl)-1H-pyrrole-2-carboxamido)ethyl)-N-(2-hydroxyethyl)thiazole-2-carboxamide